N,N-diethyl-1,3-diaminopropane carbonate C(O)(O)=O.C(C)N(CCCN)CC